4-(2-(4-(4-methoxybenzyl)-2-(2-(morpholinomethyl)phenyl)piperazin-1-yl)-7-azaspiro[3.5]nonan-7-yl)benzamide COC1=CC=C(CN2CC(N(CC2)C2CC3(C2)CCN(CC3)C3=CC=C(C(=O)N)C=C3)C3=C(C=CC=C3)CN3CCOCC3)C=C1